C(CC)N1N(C(CC1=O)=O)CCC 1,2-dipropyl-pyrazolidine-3,5-dione